N-[7-ethyl-2-(methylsulfanyl)[1,3]thiazolo[4,5-b]pyridin-6-yl]-N-(2-oxopropyl)formamide C(C)C1=C2C(=NC=C1N(C=O)CC(C)=O)N=C(S2)SC